2-cyclobutyl-N-cyclohexyl-2-[2-(3,4-dichloro-phenyl)-6-methoxy-benzimidazol-1-yl]-acetamide C1(CCC1)C(C(=O)NC1CCCCC1)N1C(=NC2=C1C=C(C=C2)OC)C2=CC(=C(C=C2)Cl)Cl